ONC(=O)C1=CC=C2C=NN(C2=C1)CC1=CC=C(C=C1)OC 1-(4-Methoxybenzyl)-1H-indazole-6-carboxylic acid hydroxyamide